3,4-difluorobenzamid FC=1C=C(C(=O)N)C=CC1F